N1C=C(C2=CC=CC=C12)CC(CCCC)C1=CC(=CC=2SC(=C(C21)C)C(=O)N)N2CCN(CC2)C (1-(1H-indol-3-yl)hexan-2-yl)-3-methyl-6-(4-methylpiperazin-1-yl)benzo[b]thiophene-2-carboxamide